(S)-3-amino-4-(4-tolyl)-butyric acid N[C@H](CC(=O)O)CC1=CC=C(C=C1)C